NC=1C(=NC(=CN1)C=1C=NN(C1)C1CCN(CC1)CCCN1CCN(CC1)C(=O)OC(C)(C)C)C(=O)O[C@@H](C(=O)NC1=CC(=CC=C1)Cl)C1=CC=CC=C1 (R)-2-((3-chlorophenyl)amino)-2-oxo-1-phenylethyl 3-amino-6-(1-(1-(3-(4-(tert-butoxycarbonyl)piperazin-1-yl)propyl)piperidin-4-yl)-1H-pyrazol-4-yl)pyrazine-2-carboxylate